Arginine-succinic anhydride C(CCC(=O)O)(=O)OC([C@@H](N)CCCNC(N)=N)=O